amino-8-(3-methoxy-2,6-dimethylphenyl)imidazo[1,2-a]pyridine-6-carbonitrile NC=1N=C2N(C=C(C=C2C2=C(C(=CC=C2C)OC)C)C#N)C1